N1(C=NC=C1)C1=CC=C(C=C1)N(S(=O)(=O)CC)CC=1SC(=CN1)C=1OC(=NN1)C(F)F N-(4-(1H-imidazol-1-yl)phenyl)-N-((5-(5-(difluoromethyl)-1,3,4-oxadiazol-2-yl)thiazol-2-yl)methyl)ethanesulfonamide